FC1=C(C(=C(C(=C1F)F)F)F)[B-](C1=C(C(=C(C(=C1F)F)F)F)F)(C1=C(C(=C(C(=C1F)F)F)F)F)C1=C(C(=C(C(=C1F)F)F)F)F.C(C)(=O)C1=CC=C(C=C1)SC1=CC=C(C=C1)[S+](C1=CC=C(C=C1)SC1=CC=C(C=C1)C(C)=O)C1=CC=C(C=C1)SC1=CC=C(C=C1)C(C)=O tris(4-((4-acetylphenyl)thio)phenyl)sulfonium tetrakis(perfluorophenyl)borate